ClC1=C(C(=O)NC2=C3C=NN(C3=CC=C2)C=2C=NC=C(C2)C(F)(F)F)C=C(C=C1)CNC(CC(C)(C)C)=O 2-Chloro-5-{[(3,3-dimethylbutanoyl)amino]methyl}-N-{1-[5-(trifluoromethyl)pyridin-3-yl]-1H-indazol-4-yl}benzamide